CS(=O)(=O)NCC1=CC=C(C=C1)C=1C=C(C(NC1C(F)(F)F)=O)C(=O)N 5-(4-(methylsulfonylaminomethyl)phenyl)-2-oxo-6-(trifluoromethyl)-1,2-dihydropyridine-3-carboxamide